silver(II) hydrogensulphate S(=O)(=O)(O)[O-].[Ag+2].S(=O)(=O)(O)[O-]